COC(C1=C(C=C(C=C1)OCC#N)OC)=O 4-(cyanomethoxy)-2-methoxybenzoic acid methyl ester